ethyl 4-[[(1S)-2-hydroxy-1-phenyl-ethyl]amino]-2-(4-methylsulfonylanilino)pyrimidine-5-carboxylate OC[C@H](C1=CC=CC=C1)NC1=NC(=NC=C1C(=O)OCC)NC1=CC=C(C=C1)S(=O)(=O)C